CC1(OC(C=2C1=NC(=CC2)NC2=CC(=C(C=N2)C2=NN=C(O2)C2(CC2)C#N)N[C@H](CO)C2=CC=CC=C2)=O)C 1-{5-[6-({7,7-dimethyl-5-oxo-5H,7H-furo[3,4-b]pyridin-2-yl}amino)-4-{[(1S)-2-hydroxy-1-phenylethyl]amino}pyridin-3-yl]-1,3,4-oxadiazol-2-yl}cyclopropane-1-carbonitrile